C(C)(=O)N1C[C@H](CC1)N1C(C=2N(C=3N(C(C2C1)=O)N=C(C3)CC)CC(=O)NC3=NC=C(C=C3)F)=O 2-{6-[(3S)-1-acetylpyrrolidin-3-yl]-2-ethyl-5,8-dioxo-5,6,7,8-tetrahydro-4H-pyrazolo[1,5-a]pyrrolo[3,4-d]pyrimidin-4-yl}-N-(5-fluoropyridin-2-yl)acetamide